P(=O)(OCCC)(OCCC)OCCC tri-propyl phosphate